C(C)(C)(C)C=1C=C(C=C(C1)NC1=C(C=C(C=C1C1=CC=CC=C1)C(C)(C)C)C1=CC=CC=C1)NC1=CC=CC=2OC3=C(C21)C=CC=C3 5-(tert-butyl)-N1-(5'-(tert-butyl)-[1,1':3',1''-terphenyl]-2'-yl)-N3-(dibenzo[b,d]furan-1-yl)benzene-1,3-diamine